N-[(1S)-1-Cyclopropyl-2-hydroxy-2-methylpropyl]-6-[6-(difluoromethyl)pyridin-3-yl]-2-(3-fluorophenyl)-3-oxo-2,3-dihydropyridazine-4-carboxamide C1(CC1)[C@@H](C(C)(C)O)NC(=O)C=1C(N(N=C(C1)C=1C=NC(=CC1)C(F)F)C1=CC(=CC=C1)F)=O